OCCOC1=CC=C(C=C1)C1=CC=2C(C3=CC=CC=C3C2C=C1)C1=CC=C(C=C1)OCCO 2,9-bis(4-hydroxyethoxyphenyl)fluorene